C(C(=C)C)(=O)OCCOP(=O)(OCCOC(C(=C)C)=O)[O-].[Li+] lithium bis(2-(methacryloyloxy)ethyl)phosphate